N-Hydroxyethylenediamine ONCCN